COC(CCCN)=O methyl-gamma-aminobutyrate